(3S)-3-[(E,2S)-2-amino-4-fluoro-4-methylsulfonyl-but-3-enyl]pyrrolidin-2-one hydrochloride Cl.N[C@@H](C[C@H]1C(NCC1)=O)\C=C(\S(=O)(=O)C)/F